5-(3,5-di-3-pyridylbenzeneYl)-2-methylpyrimidine N1=CC(=CC=C1)C=1C=C(C=C(C1)C=1C=NC=CC1)C=1C=NC(=NC1)C